amino-5-bromo-4-methoxybenzoic acid methyl ester COC(C1=C(C=C(C(=C1)Br)OC)N)=O